C(C)OC(=O)C1=NN(C(=C1)C)C1=C(C=C(C=C1Cl)OC(F)(F)F)Cl 1-(2,6-dichloro-4-(trifluoromethoxy)phenyl)-5-methyl-1H-pyrazole-3-carboxylic acid ethyl ester